[Na].FC1=C(C=C(C=C1C(C)C)CC(=O)NS(N(C[C@H]1N(CCC1)C)C=1C=NN(C1)C)(=O)=O)C(C)C 2-[4-Fluoro-3,5-bis(propan-2-yl)phenyl]-N-[(1-methyl-1H-pyrazol-4-yl)({[(2S)-1-methylpyrrolidin-2-yl]methyl})sulfamoyl]acetamide sodium salt